2-[2-(6'-Chloro[2,2'-bipyridin]-6-yl)-5-(ethylsulfonyl)-1-methyl-1H-imidazol-4-yl]-6,6,7,7-tetrafluoro-1-methyl-6,7-dihydro-1H-[1,4]dioxino[2,3-f]benzimidazol ClC1=CC=CC(=N1)C1=NC(=CC=C1)C=1N(C(=C(N1)C1=NC2=C(N1C)C=C1C(=C2)OC(C(O1)(F)F)(F)F)S(=O)(=O)CC)C